2-methoxy-N-(4-methoxy-6-((4-(phenylsulfonylaminomethyl)-1H-pyrazol-1-yl)methyl)benzo[d]isoxazol-3-yl)benzenesulfonamide COC1=C(C=CC=C1)S(=O)(=O)NC1=NOC2=C1C(=CC(=C2)CN2N=CC(=C2)CNS(=O)(=O)C2=CC=CC=C2)OC